C(#N)C1=NC(=NC(=C1)C)N1CCN(CC1)S(=O)(=O)C1=CC=C(C=C1)NC(=O)C1=CC=CC(=N1)N1[C@@H](CCC1)CC(=O)O (S)-2-(1-(6-((4-((4-(4-cyano-6-methylpyrimidin-2-yl)piperazin-1-yl)sulfonyl)phenyl)carbamoyl)pyridin-2-yl)pyrrolidin-2-yl)acetic acid